aluminum methyl-butyl-phosphinate salt CP([O-])(=O)CCCC.[Al+3].CP([O-])(=O)CCCC.CP([O-])(=O)CCCC